C(#N)C1=C(C=CC=C1[N+](=O)[O-])C1N(CCC1)S(=O)(=O)N (2-Cyano-3-nitro-phenyl)pyrrolidine-1-sulfonamide